BrC1=C(C=C(C=CC2=COC=C2)C=C1OC)OC 3-(4-bromo-3,5-dimethoxystyryl)furan